tert-butyl (3-bromo-2-((ethoxy(hydroxy)phosphoryl)difluoromethyl) benzo[b]thiophen-7-yl)(4,4,4-trifluorobutyl)carbamate BrC=1C2=C(SC1C(F)(F)P(=O)(O)OCC)C(=CC=C2)N(C(OC(C)(C)C)=O)CCCC(F)(F)F